Monobutyltin tris-(2-ethylhexanoate) C(C)C(C(=O)[O-])CCCC.C(C)C(C(=O)[O-])CCCC.C(C)C(C(=O)[O-])CCCC.C(CCC)[Sn+3]